propylaminotris(trimethylsiloxy)silane C(CC)N[Si](O[Si](C)(C)C)(O[Si](C)(C)C)O[Si](C)(C)C